N1=C(N=CC=C1)NC(N)=O 3-(pyrimidin-2-yl)urea